[P].C(C)(=O)N(C1=C(C=C(C=C1)C1=CC=C(C=N1)C(=O)NCC=1C=NC(=CC1)C)Cl)CC1CC1 6-[4-[acetyl-(cyclopropylmethyl)amino]-3-chloro-phenyl]-N-[(6-methyl-3-pyridinyl)methyl]pyridine-3-carboxamide Phosphorus